((1R,3s,5S)-6,6-difluorobicyclo[3.1.0]hexane-3-yl)methanol sodium [Na].FC1([C@H]2CC(C[C@@H]12)CO)F